OC1=C(C(=CC(=C1S(=O)(=O)N[C@@H](C)C(=O)OC)CCCCC)O)C1=CC(=CC=C1)C methyl ((2,6-dihydroxy-3'-methyl-4-pentyl-[1,1'-biphenyl]-3-yl)sulfonyl)alaninate